N-((R)-1-(3,5-Dichloropyridin-2-yl)-2,2,2-trifluoroethyl)-2-(2,6-dioxopiperidin-3-yl)-1-oxoisoindoline-5-carboxamide ClC=1C(=NC=C(C1)Cl)[C@H](C(F)(F)F)NC(=O)C=1C=C2CN(C(C2=CC1)=O)C1C(NC(CC1)=O)=O